C1(CC1)C1=CC(=NN1)NC(C(C)C=1C=C(C=CC1)C1=CC(=C(C=C1)NC(\C=C\CN1CCOCC1)=O)F)=O (E)-N-(3'-(1-((5-Cyclopropyl-1H-pyrazol-3-yl)amino)-1-oxopropan-2-yl)-3-fluoro-[1,1'-biphenyl]-4-yl)-4-morpholinobut-2-enamid